di-n-undecyl ether C(CCCCCCCCCC)OCCCCCCCCCCC